6-((1R,5S,6r)-6-(aminomethyl)-6-(4-methylthiazol-2-yl)-3-azabicyclo[3.1.0]hexan-3-yl)-3-(2,3-dichlorophenyl)-2-methylpyrimidin-4(3H)-one NCC1([C@H]2CN(C[C@@H]12)C1=CC(N(C(=N1)C)C1=C(C(=CC=C1)Cl)Cl)=O)C=1SC=C(N1)C